Cl.NCC1=CC=C(C=C1)NC(=O)C1=C(C2=CC=C(C=C2C=C1)OC)O N-(4-(aminomethyl)phenyl)-6-methoxy-1-hydroxy-2-naphthamide hydrochloride